Cl.NC1(CC1)C=1C=C(C=CC1)NC(CC1=CC=2NC3=CC(=C(C=C3C2C=C1)F)F)=O N-(3-(1-aminocyclopropyl)phenyl)-2-(6,7-difluoro-9H-carbazol-2-yl)acetamide hydrochloride